Cetyllactate C(CCCCCCCCCCCCCCC)OC(C(O)C)=O